6-methyl-5H-pyrrolo[3,4-b]pyridin-7-one CN1C(C2=NC=CC=C2C1)=O